tert-butyl (7-bromo-1H-benzo[d]imidazol-2-yl)carbamate BrC1=CC=CC2=C1NC(=N2)NC(OC(C)(C)C)=O